C1(=C(C(=CC(=C1)C)C)C=1N=C(SC1)CC(C(=O)N)(C)C)C (4-mesitylthiazol-2-yl)pivalamide